N-((5-(tert-butyl)-2-methoxyphenyl)sulfonyl)-8-(1H-pyrazol-1-yl)-quinoline-3-carboxamide C(C)(C)(C)C=1C=CC(=C(C1)S(=O)(=O)NC(=O)C=1C=NC2=C(C=CC=C2C1)N1N=CC=C1)OC